ClCC1=C(C(=O)OCC)C=CC(=C1)CC1=NOC(=N1)C(F)(F)C1=CC=C(C=C1)Cl Ethyl 2-(chloromethyl)-4-((5-((4-chlorophenyl)difluoromethyl)-1,2,4-oxadiazol-3-yl)methyl)benzoate